Tetraethylenglycol dimethacrylat C(C(=C)C)(=O)OCCOCCOCCOCCOC(C(=C)C)=O